2-amino-8-fluoro-N-[(6-methoxy-3-methyl-2-pyridyl)methyl]quinazoline-4-carboxamide NC1=NC2=C(C=CC=C2C(=N1)C(=O)NCC1=NC(=CC=C1C)OC)F